Trans-2-ethyl-2-pentenal C(C)C(C=O)=CCC